FC(C(=O)O)(F)F.NCC(CC=1N(C(NN1)=O)C=1C=NC(=C(C1)C)C=1C=NC(=CC1)N(C)C)=C(F)F [2-(aminomethyl)-3,3-difluoro-allyl]-4-[6-[6-(dimethylamino)-3-pyridinyl]-5-methyl-3-pyridinyl]-1,2,4-triazol-3-one trifluoroacetate salt